(S)-3-amino-2-(hydroxymethyl)propionic acid NC[C@H](C(=O)O)CO